magnesium trifluorophenylacetate FC1=C(C(=C(C=C1)CC(=O)[O-])F)F.[Mg+2].FC1=C(C(=C(C=C1)CC(=O)[O-])F)F